Cl.ClC=1C=CC(=C(CN2CC(C2)CN)C1)OCC (1-(5-chloro-2-ethoxybenzyl)azetidin-3-yl)methanamine hydrochloride